C(C)OC(=O)C1[C@@H]2CS(C[C@H]12)(=O)=O (1r,5s,6r)-3-thiabicyclo[3.1.0]hexane-6-carboxylic acid ethyl ester 3,3-dioxide